COC(=O)C=1C=NC(=C(C1)Cl)N.BrC=1C=CC(=C(C(=O)N)C1)S(N[C@@H]([C@H](C)C1=C(C(=CC=C1)C)C)C=1OC(NN1)=O)(=O)=O 5-bromo-2-(N-((1s,2r)-2-(2,3-dimethylphenyl)-1-(5-oxo-4,5-dihydro-1,3,4-oxadiazol-2-yl)propyl)sulfamoyl)benzamide methyl-6-amino-5-chloro-pyridine-3-carboxylate